OC=1C(C=C(C(C1)=O)O)=O 2,5-Dihydroxy-1,4-benzoquinone